1-[2-(trimethylsilyl)ethoxy]benzotriazolebenzyl-(2-chloro-3-methylphenyl)sulfane C[Si](CCON1N=NC2=C1C=CC=C2C2=CC=CC=C2CSC2=C(C(=CC=C2)C)Cl)(C)C